Phenylmethylammonium C1(=CC=CC=C1)C[NH3+]